4-(aminomethyl)-1-[4-[4-[6-chloro-4-(trifluoromethyl)-2-pyridinyl]piperazin-1-yl]sulfonyl-phenyl]pyrrolidin-2-one NCC1CC(N(C1)C1=CC=C(C=C1)S(=O)(=O)N1CCN(CC1)C1=NC(=CC(=C1)C(F)(F)F)Cl)=O